indigotin O=C1C(=C2\NC3C=CC=CC=3C2=O)/NC2C=CC=CC1=2